ClC1=C(C=CC=C1C1=C(C(=NC=C1)C1=CC(=C(C=C1)C=O)OC)Cl)C1=CC=2N(C(C(=CN2)C=O)=O)C=C1 8-[2-chloro-3-[3-chloro-2-(4-formyl-3-methoxy-phenyl)-4-pyridyl]phenyl]-4-oxo-pyrido[1,2-a]pyrimidine-3-carbaldehyde